CCOC(=O)C(C)O The molecule is the ethyl ester obtained of 2-hydroxypropanoic acid. It has a role as a metabolite. It is a secondary alcohol, a lactate ester and an ethyl ester. It derives from a 2-hydroxypropanoic acid.